C1CCCC12NCCN(C2)C=2N=NC(=CN2)C2=C(C=C(C=C2)C=2C=NNC2)O 2-[3-(6,9-diazaspiro[4.5]decan-9-yl)-1,2,4-triazin-6-yl]-5-(1H-pyrazol-4-yl)phenol